OC(COC1=CC=C(C=C1)C(\C=C\C1=CC=CC=C1)=O)COC1=CC=C(C=C1)\C=C\C(C1=CC=CC=C1)=O (E)-1-[4-[2-Hydroxy-3-[4-[(E)-3-oxo-3-phenylprop-1-enyl]phenoxy]propoxy]phenyl]-3-phenylprop-2-en-1-one